4'-bromo-9'-(2-trimethylsilylethoxymethyl)spiro[1,3-dioxolane-2,6'-7,8-dihydro-5H-carbazole]-1'-carboxylic acid BrC1=CC=C(C=2N(C=3CCC4(CC3C12)OCCO4)COCC[Si](C)(C)C)C(=O)O